O1[C@@H](COCC1)C[C@@H]1C2=C(C(NC1)=O)C(=C(N2)C2=C(C=NC=C2)F)NC2=C(C(=CC=C2)Cl)OC (S)-7-(((R)-1,4-dioxan-2-yl)methyl)-3-((3-chloro-2-methoxyphenyl)amino)-2-(3-fluoropyridin-4-yl)-1,5,6,7-tetrahydro-4H-pyrrolo[3,2-c]pyridin-4-one